COCN1N=C(N=C1)C1=C(C=O)C=CC=C1 [1-(methoxymethyl)-1,2,4-triazol-3-yl]benzaldehyde